methyl-2-chloro-N-(2,4-dimethoxybenzyl)-5-nitrobenzenesulfonamide CC=1C(=C(C=C(C1)[N+](=O)[O-])S(=O)(=O)NCC1=C(C=C(C=C1)OC)OC)Cl